N-(3-methoxybenzyl)-3-((2-morpholinoethoxy)methyl)-N-(3-(pyrrolidin-1-yl)benzyl)aniline COC=1C=C(CN(C2=CC(=CC=C2)COCCN2CCOCC2)CC2=CC(=CC=C2)N2CCCC2)C=CC1